6-tert-butyl-2-phenylbenzoxazole-13C C(C)(C)(C)C1=CC2=C(N=[13C](O2)C2=CC=CC=C2)C=C1